CN(CCCNC(=O)N(C([C@H](OC1=CC=C2C(=CC(OC2=C1)=O)C1=C(C=C(C=C1)F)NC(CCCCCCCCCCCCC)=O)C)=O)CC)C N-[2-[7-[(1R)-2-[3-(dimethylamino)propylcarbamoyl-ethyl-amino]-1-methyl-2-oxo-ethoxy]-2-oxo-chromen-4-yl]-5-fluoro-phenyl]tetradecanamide